OCC[N-]CCCCCCCCCCCCCCCCCC hydroxyethylstearyl-amide